3-[cyclopropyl(difluoro)methyl]-N-[(1S)-1-[2-[5-(2,2-difluoroethoxy)pyrimidin-2-yl]-1,2,4-triazol-3-yl]ethyl]-5-(trifluoromethyl)benzamide C1(CC1)C(C=1C=C(C(=O)N[C@@H](C)C=2N(N=CN2)C2=NC=C(C=N2)OCC(F)F)C=C(C1)C(F)(F)F)(F)F